NC1=NN(C=C1CNC(OC(C)(C)C)=O)C(N(C)C)=O tert-butyl ((3-amino-1-(dimethylcarbamoyl)-1H-pyrazol-4-yl) methyl)carbamate